diethyl-dithiocarbamic acid diethylamine salt C(C)NCC.C(C)N(C(S)=S)CC